rac-N-{[4-(5-methyl-1,3-thiazol-4-yl)-2,5-dioxoimidazolidin-4-yl]methyl}-4'-(trifluoromethyl)[biphenyl]-2-carboxamide CC1=C(N=CS1)[C@]1(NC(NC1=O)=O)CNC(=O)C=1C(=CC=CC1)C1=CC=C(C=C1)C(F)(F)F |r|